1-(4-(7-(benzo[b]thiophen-3-yl)-6-chloroquinazolin-4-yl)piperazin-1-yl)prop-2-en-1-one S1C2=C(C(=C1)C1=C(C=C3C(=NC=NC3=C1)N1CCN(CC1)C(C=C)=O)Cl)C=CC=C2